tert-butyl 3-{[(2E)-3-(4-fluorobenzenesulfonyl) prop-2-en-1-yl] carbamoyl}-2-oxo-1,2,5,6,7,8-hexahydro-1,6-naphthyridine-6-carboxylate FC1=CC=C(C=C1)S(=O)(=O)/C=C/CNC(=O)C=1C(NC=2CCN(CC2C1)C(=O)OC(C)(C)C)=O